Cl.C1(CCC1)N1C[C@@H](CCC1)N (3R)-1-cyclobutylpiperidin-3-amine hydrochloride